C1(CC1)N1N=CC=C1C1=CN(C2=NC=CC(=C21)OC2=C(C=C(C=C2F)NC(=O)NCC2(COC2)F)F)COCC[Si](C)(C)C N-(4-{[3-(1-cyclopropyl-1H-pyrazol-5-yl)-1-{[2-(trimethylsilyl)ethoxy]methyl}-1H-pyrrolo[2,3-b]pyridin-4-yl]oxy}-3,5-difluorophenyl)-N'-[(3-fluorooxetan-3-yl)methyl]urea